FC1(CC(CC1)C1=CC(=CC(=N1)N1N=CC=2C(=NC(=CC21)C=2C=NC=CC2OC)C)N2[C@@H]([C@H](C2)CS(=O)(=O)C)C)F 1-(6-(3,3-Difluorocyclopentyl)-4-((2R,3S)-2-methyl-3-((methylsulfonyl)methyl)azetidin-1-yl)pyridin-2-yl)-6-(4-methoxypyridin-3-yl)-4-methyl-1H-pyrazolo[4,3-c]pyridine